O[C@H]1CN(C[C@@H]1O)C1=NC(N(C2=CC(=CC=C12)C(F)(F)F)C1=C(C=CC=C1)C)=O 4-((3S,4S)-3,4-dihydroxypyrrolidin-1-yl)-1-(o-tolyl)-7-(trifluoromethyl)-quinazolin-2(1H)-one